2-VINYL-1H-IMIDAZOLE-4-CARBALDEHYDE C(=C)C=1NC=C(N1)C=O